trans-9,12-octadecadienoic acid propyl ester C(CC)OC(CCCCCCC\C=C\CC=CCCCCC)=O